NC1CCN(CC1)C(CNC1=C2C(N(C(C2=CC=C1)=O)C1C(NC(CC1)=O)=O)=O)=O 4-((2-(4-aminopiperidin-1-yl)-2-oxoethyl)amino)-2-(2,6-dioxopiperidin-3-yl)isoindoline-1,3-dione